2-(2-(cyclopropanesulfonamido)thiazol-4-yl)-N-(4-(5-ethoxypyridin-3-yl)phenyl)-2-methylpropanamide C1(CC1)S(=O)(=O)NC=1SC=C(N1)C(C(=O)NC1=CC=C(C=C1)C=1C=NC=C(C1)OCC)(C)C